(1R,3S)-N1-(5-(Trifluoromethyl)thiazol-2-yl)cyclohexane-1,3-diamine tert-Butyl-((1S,3R)-3-((5-(trifluoromethyl)thiazol-2-yl)amino)cyclohexyl)carbamate C(C)(C)(C)N(C(O)=O)[C@@H]1C[C@@H](CCC1)NC=1SC(=CN1)C(F)(F)F.FC(C1=CN=C(S1)N[C@H]1C[C@H](CCC1)N)(F)F